[2-[[(2R)-2-[[(2R)-2-amino-3-phenyl-propionyl]amino]-5,5,5-trifluoro-pentanoyl]amino]hexanoyl]piperidine-4-carboxylic acid Tritrifluoroacetate FC(C(=O)O)(F)F.FC(C(=O)O)(F)F.FC(C(=O)O)(F)F.N[C@@H](C(=O)N[C@@H](C(=O)NC(C(=O)N1CCC(CC1)C(=O)O)CCCC)CCC(F)(F)F)CC1=CC=CC=C1